BrC1=C(C(=C(C(=C1)C)C)[N+](=O)[O-])C 1-bromo-2,4,5-trimethyl-3-nitrobenzene